[N+](=O)([O-])C=1C=C(C=CC1)C(C(C(=O)OCC)Br)Br ethyl 3-(3-nitrophenyl)-2,3-dibromopropionate